N-[3-fluoro-4-[[3-fluoro-6-methoxy-7-(2-methoxyethoxy)-4-quinolyl]oxy]phenyl]-1-(4-fluoro-2-methyl-phenyl)-2-oxo-6-(trifluoromethyl)pyridine-3-carboxamide FC=1C=C(C=CC1OC1=C(C=NC2=CC(=C(C=C12)OC)OCCOC)F)NC(=O)C=1C(N(C(=CC1)C(F)(F)F)C1=C(C=C(C=C1)F)C)=O